(R)-2-((5-(2-(6-((2-acetamidoethyl)(methyl)amino)-2-methylhexan-3-yl)-2,6-diazaspiro[3.4]oct-6-yl)-1,2,4-triazin-6-yl)oxy)-N-ethyl-5-fluoro-N-isopropylbenzamide fumarate C(\C=C\C(=O)O)(=O)O.C(C)(=O)NCCN(CCC[C@H](C(C)C)N1CC2(C1)CN(CC2)C=2N=CN=NC2OC2=C(C(=O)N(C(C)C)CC)C=C(C=C2)F)C